NC1=C(N=CC2=C(C(=CC=C12)F)C1=C(N=C(S1)N)C#N)C(=O)NCCC 4-amino-8-(2-amino-4-cyanothiazol-5-yl)-7-fluoro-N-propylisoquinoline-3-carboxamide